[Cl-].C1(CCCCC1)P(C1CCCCC1)C1CCCCC1.C1(CCCCC1)P(C1CCCCC1)C1CCCCC1 bis(tricyclohexylphosphine) chloride